1,8-bis(m-butylanilino)anthraquinone C(CCC)C=1C=C(NC2=CC=CC=3C(C4=CC=CC(=C4C(C23)=O)NC2=CC(=CC=C2)CCCC)=O)C=CC1